FC(C(=O)O)(F)F.O1N=CC=2CNCCC21 4,5,6,7-tetrahydroisoxazolo[4,5-c]Pyridine trifluoroacetate